N-{2-[1-({5-[(dimethylamino)methyl]-2-pyrrolyl}carbonyl)-3-hydroxy-3-pyrrolidinyl]ethyl}-1-(2-hydroxyethyl)-4-pyrazolecarboxamide CN(C)CC1=CC=C(N1)C(=O)N1CC(CC1)(O)CCNC(=O)C=1C=NN(C1)CCO